methyl 1-oxo-1lambda5-quinoline-5-carboxylate O=N1=CC=CC=2C(=CC=CC12)C(=O)OC